4-tert-butyl-3-chloro-phenol C(C)(C)(C)C1=C(C=C(C=C1)O)Cl